C(C=C)N1C(C=NC2=CC=CC=C12)=O 1-allylquinoxaline-2(1H)-one